6-(((2R,3R,5R,6S)-3,5-dihydroxy-6-methyltetrahydro-2H-pyran-2-yl)oxy)hept-2-enoic acid isopropyl ester C(C)(C)OC(C=CCCC(C)O[C@@H]1O[C@H]([C@@H](C[C@H]1O)O)C)=O